1,1,1,3,3,3-hexafluoropropan-2-yl (±)-1-((pyridazin-3-ylmethyl)carbamoyl)-6-azaspiro[2.5]octane-6-carboxylate N1=NC(=CC=C1)CNC(=O)[C@@H]1CC12CCN(CC2)C(=O)OC(C(F)(F)F)C(F)(F)F |r|